gamma-isocyanatopropyltrimethoxysilane N(=C=O)CCC[Si](OC)(OC)OC